(2-((4-(difluoromethyl)phenyl)sulfonamido)-4-fluoro-5-methoxy-phenyl)ethynyl-[1,1'-biphenyl]-4-carboxylate FC(C1=CC=C(C=C1)S(=O)(=O)NC1=C(C=C(C(=C1)F)OC)C#COC(=O)C1=CC=C(C=C1)C1=CC=CC=C1)F